C(C)(C)C1=C(C=CC=C1)C1=NC=C2NC(N(C2=N1)CC1=CC=C(C=C1)NC(OC(C)(C)C)=O)=O tert-butyl (4-((2-(2-Isopropylphenyl)-8-oxo-7,8-dihydro-9H-purin-9-yl)methyl)phenyl)carbamate